FC=1C=C2C(CN(CC2=CC1)C1=CC(=C(C(=C1)C)NC(CC(C)(C([2H])([2H])[2H])C([2H])([2H])[2H])=O)C)O N-(4-(6-fluoro-4-hydroxy-3,4-dihydroisoquinolin-2(1H)-yl)-2,6-dimethylphenyl)-3,3-bis(methyl-d3)butanamide